OC1=CC=C(C(=O)OCC(=CCOC2OC(C(C(C2O)O)O)CO)C#N)C=C1 [2-cyano-4-[3,4,5-trihydroxy-6-(hydroxymethyl)oxan-2-yl]oxybut-2-enyl] 4-hydroxybenzoate